1-(2,2,2-trifluoroethyl)pyrazole-3-carbaldehyde FC(CN1N=C(C=C1)C=O)(F)F